Cl.CN(C(CNC(=O)N1CC2=CC=CC=C2C1)C1=CSC=C1)C N-(2-(dimethylamino)-2-(thiophen-3-yl)ethyl)isoindoline-2-carboxamide hydrochloride